ethyl tetradecanoate (myristate) C(CCCCCCCCCCCCC)(=O)O.C(CCCCCCCCCCCCC)(=O)OCC